N-((S)-1-(3-(3-chloro-4-cyanophenyl)-1H-pyrazol-1-yl)propan-2-yl)-5-((S)-1-hydroxyethyl)-1H-pyrazole-3-carboxamide ClC=1C=C(C=CC1C#N)C1=NN(C=C1)C[C@H](C)NC(=O)C1=NNC(=C1)[C@H](C)O